N,2-dimethyl-N-(2-oxo-2-(4-(5-(trifluoromethyl)-1,2,4-oxadiazol-3-yl)phenyl)ethyl)propane-2-sulfonamide CN(S(=O)(=O)C(C)(C)C)CC(C1=CC=C(C=C1)C1=NOC(=N1)C(F)(F)F)=O